4-(3-(2-amino-5H-pyrrolo[3,2-d]pyrimidin-7-yl)phenyl)-2-cyclohexylbut-3-yn-2-ol NC=1N=CC2=C(N1)C(=CN2)C=2C=C(C=CC2)C#CC(C)(O)C2CCCCC2